FC=1C(=CC(=C(C(=O)O)C1)NC1=C(C=C(C=C1)F)C)C 5-fluoro-2-((4-fluoro-2-methylphenyl)amino)-4-methylbenzoic acid